(Z)-3-(3,5-dichlorophenyl)-4,4,4-trifluoro-but-2-enenitrile ClC=1C=C(C=C(C1)Cl)/C(=C/C#N)/C(F)(F)F